NC1=NC2=C(N1)C=C(C=C2)C2=CC=C(C(=O)NCC1=CC=CC=C1)C=C2 4-(2-amino-1H-benzo[d]imidazol-6-yl)-N-benzylbenzamide